decahydro-2,5,5,8a-tetramethyl-2-naphthylacetate CC1(CC2(CCCC(C2CC1)(C)C)C)CC(=O)[O-]